hexyl 2-(2-chloro-2-oxido-1,3,2-dioxaphosphinan-5-yl)acetate ClP1(OCC(CO1)CC(=O)OCCCCCC)=O